pentanoamide trifluoroacetate FC(C(=O)O)(F)F.C(CCCC)(=O)N